(5-(2-(4-carbamoylphenylamino)-5-methylpyrimidin-4-ylamino)-2-oxobenzo[d]oxazol-3(2H)-yl)methyl dihydrogen phosphate P(=O)(OCN1C(OC2=C1C=C(C=C2)NC2=NC(=NC=C2C)NC2=CC=C(C=C2)C(N)=O)=O)(O)O